2-(tert-butyl)-5H-benzo[b]carbazole C(C)(C)(C)C=1C=C2C=3C=C4C(=CC3NC2=CC1)C=CC=C4